ClCC(=O)C1=CNC2=CC(=C(C=C12)OCC1=CC=C(C=C1)C(F)(F)F)Cl 2-chloro-1-(6-chloro-5-((4-(trifluoromethyl)benzyl)oxy)-1H-indol-3-yl)ethan-1-one